CC1=NC=CC(=C1NCC1=CC(=C(C(=C1)O)N1CC(NS1(=O)=O)=O)F)C 5-(4-(((2,4-dimethylpyridin-3-yl)amino)methyl)-2-fluoro-6-hydroxyphenyl)-1,2,5-thiadiazolidin-3-one 1,1-dioxide